5-chloro-7-nitro-2-(2,2,2-trifluoroethyl)benzoxazole ClC=1C=C(C2=C(N=C(O2)CC(F)(F)F)C1)[N+](=O)[O-]